NC1(CC=C(C(C(=O)NC2=CC=CC=C2)(O)C2=CC=CC=C2)C=C1)N 4,4-diaminobenzilanilide